C(C)(C)(C)C=1C(=C(O)C=CC1O)C(C)(C)C ditertiary-butyl-hydroquinone